BrC1=CC(=C(C(=C1)OC)O)CCC(C1=CC=C(C=C1)OC)O 4-bromo-2-(3-hydroxy-3-(4-methoxyphenyl)propyl)-6-methoxyphenol